(1s,4s)-2'-[(benzyloxy)methyl]-4-(3-chloroanilino)spiro[cyclohexane-1,1'-indene]-4-carboxylic acid C(C1=CC=CC=C1)OCC=1C2(C3=CC=CC=C3C1)CCC(CC2)(C(=O)O)NC2=CC(=CC=C2)Cl